C(CCCCCCC)(=O)OCC(COC(CCCCCCC)=O)COC(CCCCCNCCO)=O 2-(((6-((2-hydroxyethyl)amino)hexanoyl)oxy)methyl)propane-1,3-diyl dioctanoate